2-fluoro-N-(6-(6-fluoro-5,7-bis(methylthio)-1H-indazol-4-yl)imidazo[1,2-a]pyrazin-2-yl)cyclopropane-1-carboxamide FC1C(C1)C(=O)NC=1N=C2N(C=C(N=C2)C2=C3C=NNC3=C(C(=C2SC)F)SC)C1